5-Chloro-2-cyanopyridin-3-yl 3-deoxy-3-[4-(3,5-difluoro-4-methylphenyl)-1H-1,2,3-triazol-1-yl]-2-O-methyl-1-thio-α-D-galactopyranoside FC=1C=C(C=C(C1C)F)C=1N=NN(C1)[C@@H]1[C@H]([C@@H](SC=2C(=NC=C(C2)Cl)C#N)O[C@@H]([C@@H]1O)CO)OC